C(C)(C)(C)[Si](OCCC)(OCCC)C(C)(C)C di(tert-butyl)dipropoxysilane